N-(5,6-difluoro-1H-indol-3-yl)-N2-(3-methyl-5-(trifluoromethyl)phenyl)-oxalamide FC=1C=C2C(=CNC2=CC1F)NC(C(=O)NC1=CC(=CC(=C1)C(F)(F)F)C)=O